3-((1-(N,N-dimethylaminosulfonyl)-1H-1,2,4-triazol-3-yl)disulfanyl)-N,N-dimethyl-1H-1,2,4-triazol-1-sulfonamide CN(S(=O)(=O)N1N=C(N=C1)SSC1=NN(C=N1)S(=O)(=O)N(C)C)C